BrC=1C=C2C(=NN(C2=CC1)CC1COCC1)C(=O)OC methyl 5-bromo-1-((tetrahydrofuran-3-yl) methyl)-1H-indazole-3-carboxylate